[1,6]Naphthyridin-8-amine N1=CC=CC2=CN=CC(=C12)N